acryloyloxypentadecyl-bromomethylsilane C(C=C)(=O)OCCCCCCCCCCCCCCC[SiH2]CBr